2,7-dibromo-9-hexylfluorene BrC1=CC=2C(C3=CC(=CC=C3C2C=C1)Br)CCCCCC